2-(3-((2-methoxy-4-(methylsulfonyl)phenyl)amino)prop-1-yn-1-yl)-N-((1S,4S)-4-(3-methoxypyrrolidin-1-yl)cyclohexyl)-1-(2,2,2-trifluoroethyl)-1H-indol-4-amine COC1=C(C=CC(=C1)S(=O)(=O)C)NCC#CC=1N(C=2C=CC=C(C2C1)NC1CCC(CC1)N1CC(CC1)OC)CC(F)(F)F